S1C=C(C2=C1CCCC21CC=2N=CN=CC2CO1)C#N spiro[5,8-dihydropyrano[4,3-d]pyrimidine-7,4'-6,7-dihydro-5H-benzothiophene]-3'-carbonitrile